CS(=O)(=O)OCC1N(C2=C(C=C(C=C2C1)C(NC1=CC=C(C=C1)OC(F)(F)Cl)=O)Br)C(C)C (7-bromo-5-((4-(chlorodifluoromethoxy)phenyl)carbamoyl)-1-isopropylindolin-2-yl)methyl methanesulfonate